C(C)(C)(C)OC(=O)N1[C@H]2CC(C[C@@H]1CCC2)NC2=C1C=C(C=NC1=CC(=N2)NC2=NNC(=C2)C)S(=O)(=O)C (1R,3S,5S)-3-((7-((5-methyl-1H-pyrazol-3-yl)amino)-3-(methylsulfonyl)-1,6-naphthyridin-5-yl)amino)-9-azabicyclo[3.3.1]nonane-9-carboxylic acid tert-butyl ester